((2R,3S,5R)-5-(6-amino-2-fluoro-9H-purin-9-yl)-2-ethynyl-3-hydroxy-tetrahydrofuran-2-yl)methyl 1-adamantylmethyl carbonate C(OC[C@]1(O[C@H](C[C@@H]1O)N1C2=NC(=NC(=C2N=C1)N)F)C#C)(OCC12CC3CC(CC(C1)C3)C2)=O